N-(6-chloro-4-((2,6-dimethoxyphenyl)amino)pyridazin-3-yl)-6-ethoxypyridinecarboxamide ClC1=CC(=C(N=N1)NC(=O)C1=NC(=CC=C1)OCC)NC1=C(C=CC=C1OC)OC